FC(CC1=C(C=NN1COCC[Si](C)(C)C)C(CC)=O)(F)F 1-[5-(2,2,2-trifluoroethyl)-1-(2-trimethylsilylethoxymethyl)pyrazol-4-yl]propan-1-one